5,5'-dichloro-N2'-ethyl-[2,3'-bipyridine]-2',3-diamine ClC=1C=C(C(=NC1)C=1C(=NC=C(C1)Cl)NCC)N